1-(2-pyrazinyl)butanone N1=C(C=NC=C1)CC(CC)=O